(S)-1-(2-((tert-butoxycarbonyl)(methyl)amino)ethyl)-5-oxopyrrolidin-3-yl 4-(3-(2-cyclopropoxypyridin-3-yl)pyrazolo[1,5-a]pyrimidin-5-yl)piperazine-1-carboxylate C1(CC1)OC1=NC=CC=C1C=1C=NN2C1N=C(C=C2)N2CCN(CC2)C(=O)O[C@@H]2CN(C(C2)=O)CCN(C)C(=O)OC(C)(C)C